4-(4-((1R,5S,8R)-8-amino-3-azabicyclo[3.2.1]octan-3-yl)-8-fluoro-2-(((2R,7aS)-2-fluorotetrahydro-1H-pyrrolizin-7a(5H)-yl)methoxy)quinazolin-7-yl)-5-ethynyl-6-fluoronaphthalen-2-ol NC1[C@H]2CN(C[C@@H]1CC2)C2=NC(=NC1=C(C(=CC=C21)C2=CC(=CC1=CC=C(C(=C21)C#C)F)O)F)OC[C@]21CCCN1C[C@@H](C2)F